O=C1NC(CCC1N1C(C2=CC=CC(=C2C1=O)NCC=1N=NN(C1)C[C@H]1N(CCC1)C(=O)OC(C)(C)C)=O)=O tert-Butyl (2S)-2-((4-(((2-(2,6-dioxopiperidin-3-yl)-1,3-dioxoisoindolin-4-yl)amino)methyl)-1H-1,2,3-triazol-1-yl)methyl)pyrrolidine-1-carboxylate